5-bromo-2-methoxy-N,4,6-trimethyl-N-(1-methylpiperidin-4-yl)nicotinamide BrC=1C(=NC(=C(C(=O)N(C2CCN(CC2)C)C)C1C)OC)C